bis[tetrakis(hydroxymethyl)phosphonium] sulfate S(=O)(=O)([O-])[O-].OC[P+](CO)(CO)CO.OC[P+](CO)(CO)CO